CNC(=O)[C@@]1(C(=O)C2=C(C3=C(C4=C(N31)C=CC(=C4)Cl)OC)NC5=C2C=C(C=C5)Cl)O The molecule is an organic heteropentacyclic compound that is 7,12-dihydro-6H-pyrido[1,2-a:3,4-b']diindole substituted by chloro groups at positions 2 and 9, a hydroxy group and an N-methyl carbamyl group at position 6, a methoxy group at position 13, and an oxo group at position 7 (the 6R stereoisomer). It is isolated from the culture broth of Streptomyces uncialis. It is a cladoniamide, an organic heteropentacyclic compound, an organochlorine compound, a tertiary alcohol and a secondary carboxamide.